methyl 8-[4-(dimethylamino)-N-(1-hydroxyhexadecan-7-yl)butanamido]octanoate CN(CCCC(=O)N(C(CCCCCCO)CCCCCCCCC)CCCCCCCC(=O)OC)C